CC=1C2(C3=CC=CC=C3C1)CC(C(CC2)C(=O)OC)=O methyl 2'-methyl-3-oxospiro[cyclohexane-1,1'-indene]-4-carboxylate